O=C1OC(CC1)=O dihydro-2,5-dioxofuran